C(C1=CC=CC=C1)N(C1=NC=2N(C(=C1)C=1C=NNC1)N=C(C2)C(=O)NC2=CC(=CC=C2)OC(C)C)C 5-(benzyl(methyl)amino)-N-(3-isopropoxyphenyl)-7-(1H-pyrazol-4-yl)pyrazolo[1,5-a]pyrimidine-2-carboxamide